ClC1=C(C=C2C=C(N=CC2=C1)NC(=O)[C@@H]1[C@H](C1)C=1C=NN(C1C(F)(F)F)C)N1CC[NH+](CC1)[C@]1(COCC1)C (1S,2S)-N-[7-chloro-6-[4-((R)-3-methyltetrahydrofuran-3-yl)piperazin-4-ium-1-yl]-3-isoquinolinyl]-2-[1-methyl-5-(trifluoromethyl)pyrazol-4-yl]cyclopropanecarboxamide